(1R,2S)-5'-methoxy-2-{3-[2-methoxy-5-(1,2-oxazol-3-yl)anilino]-1H-indazol-6-yl}spiro[cyclopropane-1,3'-indol]-2'(1'H)-one COC=1C=C2[C@]3(C(NC2=CC1)=O)[C@@H](C3)C3=CC=C1C(=NNC1=C3)NC3=C(C=CC(=C3)C3=NOC=C3)OC